di-t-butyl-[(trimethylsiloxy)dimethyl-siloxy]silane C(C)(C)(C)[SiH](O[Si](C)(C)O[Si](C)(C)C)C(C)(C)C